C(C=C)(=O)N Prop-2-enoylAmine